3-Octynohydroxamic Acid C(CC#CCCCC)(=O)NO